methyl 4-(benzyloxy)-2-((2R,3S,4S,5R)-3-(3,4-difluoro-2-methoxyphenyl)-4,5-dimethyl-5-(trifluoromethyl)tetrahydrofuran-2-yl)-6-methylnicotinate C(C1=CC=CC=C1)OC1=CC(=NC(=C1C(=O)OC)[C@@H]1O[C@]([C@H]([C@H]1C1=C(C(=C(C=C1)F)F)OC)C)(C(F)(F)F)C)C